O=S1(CC(C1)N1N=C(C(=C1)C=1C2=C(N=CN1)OC(=C2)C#CC2CN(C2)C(=O)OC(C)(C)C)C2=CC=C(C=C2)F)=O tert-Butyl 3-({4-[1-(1,1-dioxo-1λ6-thietan-3-yl)-3-(4-fluorophenyl)-1H-pyrazol-4-yl]furo[2,3-d]pyrimidin-6-yl}ethynyl)azetidine-1-carboxylate